O=C1C(CCC1)C(C)(C)C1C(CCC1)=O 2,2-bis(2-oxocyclopentyl)propane